C(=O)[O-].ClC1=C(C(=O)N2CCN(CC2)C(=O)[C@H]2[N+](C[C@@H](C2)O)(C)C)C=CC(=C1)NC(=O)C=1N(C(=CN1)C1=C(C(=C(C=C1)OC)F)F)C (2s,4r)-2-(4-(2-chloro-4-(5-(2,3-difluoro-4-methoxyphenyl)-1-methyl-1H-imidazole-2-carboxamido)benzoyl)piperazine-1-carbonyl)-4-hydroxy-1,1-dimethylpyrrolidin-1-ium formate